(1,3-benzothiazol-6-yl)boronic acid S1C=NC2=C1C=C(C=C2)B(O)O